5-chloro-2-(4-pyridyl)-4-[4-(3-pyridyl)piperazin-1-yl]-1H-pyrimidin-6-one ClC1=C(N=C(NC1=O)C1=CC=NC=C1)N1CCN(CC1)C=1C=NC=CC1